vinyl-platinum C(=C)[Pt]